methyl (2S,3R)-3-hydroxypyrrolidine-2-carboxylate hydrochloride Cl.O[C@H]1[C@H](NCC1)C(=O)OC